(R)-2-(6-(ethylamino)-4-(1-methyl-4-(4-methyl-4H-1,2,4-triazol-3-yl)-1H-pyrazol-5-yl)pyridin-2-yl)-6-(3-hydroxypyrrolidine-1-carbonyl)-4-(trifluoromethyl)isoindolin-1-one C(C)NC1=CC(=CC(=N1)N1C(C2=CC(=CC(=C2C1)C(F)(F)F)C(=O)N1C[C@@H](CC1)O)=O)C1=C(C=NN1C)C1=NN=CN1C